(2r,3r,4s,5r,6s)-2-(hydroxymethyl)-5-(pyridin-3-ylmethoxy)-4-(4-(3,4,5-trifluorophenyl)-1H-1,2,3-triazol-1-yl)-1,7-dioxaspiro[5.5]undecan-3-ol OC[C@H]1O[C@@]2([C@@H]([C@H]([C@H]1O)N1N=NC(=C1)C1=CC(=C(C(=C1)F)F)F)OCC=1C=NC=CC1)OCCCC2